CC(CO)CCCCCCCC 2-Methyl-decanol